dibutyltin (iv) dichloride C(CCC)[Sn](CCCC)(Cl)Cl